1-[4-[2-(5-isopropoxy-1-tetrahydropyran-2-yl-indazol-3-yl)pyrimidin-4-yl]pyrazol-1-yl]propane-2-ol C(C)(C)OC=1C=C2C(=NN(C2=CC1)C1OCCCC1)C1=NC=CC(=N1)C=1C=NN(C1)CC(C)O